C(C)(=O)NCC1CCC(C=2N(C1)N=C1C2CN(CC1)C(=O)OC(C)(C)C)(F)F tert-Butyl 8-(acetamidomethyl)-11,11-difluoro-3,4,8,9,10,11-hexahydro-1H-pyrido[4',3':3,4]pyrazolo[1,5-a]azepine-2(7H)-carboxylate